(S)-N-((S)-(3-chloro-4-fluorophenyl)(1-methyl-5-(trifluoromethyl)-1H-pyrazol-3-yl)methyl)-2-oxooxazolidine-5-carboxamide ClC=1C=C(C=CC1F)[C@H](NC(=O)[C@@H]1CNC(O1)=O)C1=NN(C(=C1)C(F)(F)F)C